tert-butyl ((8-(7H-pyrrolo[2,3-d]pyrimidin-4-yl)-2,8-diazaspiro[4.5]decen-2-yl)sulfonyl)carbamate N1=CN=C(C2=C1NC=C2)N2CCC1(C=CN(C1)S(=O)(=O)NC(OC(C)(C)C)=O)CC2